S1C(=NC2=C1C=CC=C2)NC2=C(C=C(N=N2)N(CCCC(=O)O)C=2SC=C(N2)C(=O)OCC)C 4-({6-[(1,3-benzothiazol-2-yl)amino]-5-methylpyridazin-3-yl}[4-(ethoxycarbonyl)-1,3-thiazol-2-yl]amino)butanoic acid